α-hydroxyquinoline C1=CC=C2C(=C1)C=CC(=O)N2